IC=1C(=NC(=NC1O)N)N 5-iodo-2,4-diamino-6-hydroxypyrimidine